2-bromo-1-(3,4-dihydro-2H-benzo[b][1,4]oxazin-6-yl)ethan-1-one hydrobromide Br.BrCC(=O)C1=CC2=C(OCCN2)C=C1